bis(6-(butyldisulfanyl)hexyl) 4,4'-((3-((4-((6-(butyldisulfanyl)hexyl)oxy)-4-oxobutyl)(3-hydroxypropyl)amino)propyl)azanediyl)dibutanoate C(CCC)SSCCCCCCOC(CCCN(CCCN(CCCC(=O)OCCCCCCSSCCCC)CCCC(=O)OCCCCCCSSCCCC)CCCO)=O